N1C(=CC=2C=NC=CC21)CNC(CN2C(=NC=C(C2=O)N[C@H](C)C2=CC1=C(OC3=C1C=CC=C3)C=C2)N2CCN(CC2)C(=O)OCCCC)=O butyl (R)-4-(1-(2-(((1H-pyrrolo[3,2-c]pyridine-2-yl)methyl)amino)-2-oxoethyl)-5-((1-(dibenzo[b,d]furan-2-yl)ethyl)amino)-6-oxo-1,6-dihydropyrimidin-2-yl)piperazine-1-carboxylate